3-chloro-5-(2-chloro-3-fluorophenyl)-7-fluoro-4H-benzo[e][1,2,4]thiadiazine 1,1-dioxide ClC1=NS(C2=C(N1)C(=CC(=C2)F)C2=C(C(=CC=C2)F)Cl)(=O)=O